C1=CC=C(C=C1)C[C@@H](C(=O)O)NC(=O)[C@H](CC(=O)N)N The molecule is a dipeptide obtained by formal condensation of the carboxy group of L-asparagine with the amino group of L-phenylalanine. It derives from a L-asparagine and a L-phenylalanine.